5-chloro-3,3-dimethyl-7-(3-sulfopropyl)-3H-pyrrolo[2,3-b]pyridin-7-ium ClC=1C=C2C(=[N+](C1)CCCS(=O)(=O)O)N=CC2(C)C